(2S,3R)-flavan-3-ol O1[C@H]([C@@H](CC2=CC=CC=C12)O)C1=CC=CC=C1